(S)-N-(6-Chloro-5-(1-((3-(1,3-dioxoisoindolin-2-yl)-2,2-difluoropropyl-1,1,3,3-d4)amino)-2-methoxyethyl)pyridazin-3-yl)pivalamide ClC1=C(C=C(N=N1)NC(C(C)(C)C)=O)[C@@H](COC)NC(C(C([2H])([2H])N1C(C2=CC=CC=C2C1=O)=O)(F)F)([2H])[2H]